C(#N)C=1C=C2C(=CNC2=CC1)C(C(=O)Cl)=O 2-(5-cyano-1H-indol-3-yl)-2-oxoacetyl chloride